7-(2,2-dimethyl-3-butenamido)-octahydroquinolineacetate CC(C(=O)NC1CCC2CCC(NC2=C1)CC(=O)[O-])(C=C)C